N3-((5-chloro-1-(3-(methylsulfonyl)propyl)-1H-indol-2-yl)methyl)-N4-(2,2,2-trifluoroethyl)pyridine-3,4-diamine ClC=1C=C2C=C(N(C2=CC1)CCCS(=O)(=O)C)CNC=1C=NC=CC1NCC(F)(F)F